C(C1=CC=CC=C1)OC(=O)NC12CCC(CC1)(CC2)C(=O)O 4-(benzyloxycarbonyl-amino)bicyclo[2.2.2]octane-1-carboxylic acid